[(3S)-1-methyl-5-oxo-pyrrolidin-3-yl]4-[3-[2-(cyclopentoxy)-3-pyridyl]-6-fluoro-pyrazolo[1,5-a]pyrimidin-5-yl]piperazine-1-carboxylate CN1C[C@H](CC1=O)OC(=O)N1CCN(CC1)C1=NC=2N(C=C1F)N=CC2C=2C(=NC=CC2)OC2CCCC2